ethyl 2-((2-chloro-4-fluorophenyl)amino)-4-(trifluoro-methyl)-benzoate ClC1=C(C=CC(=C1)F)NC1=C(C(=O)OCC)C=CC(=C1)C(F)(F)F